Cl.N[C@@H](CCSC)C(=O)N Z-methionine amide hydrochloride